C(#N)C1=CC(=C(C=C1)NS(=O)(=O)C1=CNC2=CC(=CC=C12)C=1SC=CC1)F N-(4-cyano-2-fluorophenyl)-6-(thiophen-2-yl)-1H-indole-3-sulfonamide